glyceryl triacetyl hydroxystearate CC(=O)OCCCCCCCCCCCCCCCCCC(=O)OCC(COC(=O)CCCCCCCCCCCCCCCCCOC(=O)C)OC(=O)CCCCCCCCCCCCCCCCCOC(=O)C